2-(azepan-1-yl)-4-((4-(trifluoromethoxy)phenyl)amino)pyrimido[4,5-d]pyridazin-5(6H)-one N1(CCCCCC1)C=1N=C(C2=C(C=NNC2=O)N1)NC1=CC=C(C=C1)OC(F)(F)F